C(#N)C=1C=NN2C1C(=CC(=C2)C=2C=NN(C2)[C@@H]2CN(CCC2)C(=O)OC(C)(C)C)SC2=C(C=CC=C2)OC tert-butyl (3S)-3-[4-[3-cyano-4-(2-methoxyphenyl)sulfanyl-pyrazolo[1,5-a]pyridin-6-yl]pyrazol-1-yl]piperidine-1-carboxylate